CN1C(=NC(=C1)NC(OC(C)(C)C)=O)C tert-Butyl 1,2-Dimethyl-1H-imidazol-4-ylcarbamate